ClC=1C=C(C=CC1C(F)(F)F)NC(=O)N1C2CCC1CC=1N=C(N=CC12)O N-(3-chloro-4-(trifluoromethyl)phenyl)-2-hydroxy-6,7,8,9-tetrahydro-5H-5,8-epiminocyclohepta[d]pyrimidine-10-carboxamide